C(C1=CC=CC=C1)N1CCC=2C3=C(C(NC2C1)=O)C=CC(=C3)Cl 3-benzyl-9-chloro-1,2,4,5-tetrahydrobenzo[c][1,7]naphthyridin-6-one